C(CCCCCCCC=CC=CC=CCCCC)(=O)OCCCCCCCCCCCCCCCCCCCCCCCCCCCCC nonacosan-1-yl eleostearate